2-(5-((4-(4-cyano-6-methylpyrimidin-2-yl)piperazin-1-yl)sulfonyl)indoline-1-carbonyl)phenyl dimethylsulfamate CN(S(OC1=C(C=CC=C1)C(=O)N1CCC2=CC(=CC=C12)S(=O)(=O)N1CCN(CC1)C1=NC(=CC(=N1)C#N)C)(=O)=O)C